OC1=C(C=CC(=C1)OC(C)C)C(\C=C\C1=CC=CC=C1)=O (E)-1-(2-Hydroxy-4-propan-2-yloxyphenyl)-3-phenylprop-2-en-1-one